N1C(=CC=C1)CNC[C@H](C1=CC(=CC=C1)Cl)NC(=O)C=1N=CN(C1)C1=NC(=NC=C1C)NC1CCOCC1 (S)-N-(2-(((1H-pyrrol-2-yl)methyl)amino)-1-(3-chlorophenyl)-ethyl)-1-(5-methyl-2-((tetrahydro-2H-pyran-4-yl)amino)-pyrimidin-4-yl)-1H-imidazole-4-carboxamide